(S)-5-fluoro-1,3-dihydrospiro[indene-2,4'-piperidin]-1-amine FC=1C=C2CC3(CCNCC3)[C@@H](C2=CC1)N